CC1=C(C=C(C=C1)NC(C1=CC(=NC=C1)C(F)(F)F)=O)C=1C=NC2=CC(=NC=C2C1)NC N-(4-methyl-3-(7-(methyl-amino)-1,6-naphthyridin-3-yl)phenyl)-2-(trifluoromethyl)isonicotinamide